OC(C(=O)C1=CC=C(C=C1)CC1=CC=C(C=C1)C(C(C)(C)O)=O)(C)C 2-hydroxy-1-[4-{4-(2-hydroxy-2-methylpropanoyl)benzyl}phenyl]-2-methyl-1-propanone